CN1C(=NC(=C1)C)CC 1,4-dimethyl-2-ethyl-imidazole